3-((tert-butoxycarbonyl)amino)-3-methylbutanoic acid C(C)(C)(C)OC(=O)NC(CC(=O)O)(C)C